BrC1=C(C2=C(CN3[C@@H](CO2)CN(CC3)C(=O)OC(C)(C)C)C(=C1)N1N=CC=C1)Cl tert-butyl (12aR)-9-bromo-10-chloro-7-(1H-pyrazol-1-yl)-3,4,12,12a-tetrahydro-6H-pyrazino[2,1-c][1,4]benzoxazepine-2(1H)-carboxylate